(trans-(-)-1,2-cyclohexanediamine) platinum [Pt].[C@@H]1([C@@H](CCCC1)N)N